NC=1C=C(C=C(C1)C(F)(F)F)C(C)C1=C2C(=NC(=NC2=CC(=C1OC)NC1CCOCC1)C)N (1-(3-amino-5-(trifluoromethyl)phenyl)ethyl)-6-methoxy-2-methyl-N7-(tetrahydro-2H-pyran-4-yl)quinazoline-4,7-diamine